C1=CC=CC=2C3=CC=CC=C3C(C(C12)=O)=O 9,10-PHENANTHRENEQUINONE